P(=O)(O)(O)C(CC(=O)O)(CCC(=O)O)C(=O)O 2-phosphono-butane-1,2,4-tricarboxylic acid